2-{1-[2-hydroxy-3-(methylamino)propyl]-1H-1,2,3-triazol-4-yl}-4,6-bis(trifluoromethyl)phenyl N-(4-fluorophenyl)-N-(methyl-d3)carbamate FC1=CC=C(C=C1)N(C(OC1=C(C=C(C=C1C(F)(F)F)C(F)(F)F)C=1N=NN(C1)CC(CNC)O)=O)C([2H])([2H])[2H]